NC=1C(=C(C=CC1O)C1=C(C(=C(C(=C1F)F)O)F)F)F amino-2,2',3,5,6-pentafluoro-[1,1'-biphenyl]-4,4'-diol